5-(p-Trifluoromethoxyphenyl)-6-(1-{[p-(trifluoromethyl)phenyl]methyl}-1H-pyrazol-4-yl)-4-pyrimidinylamine FC(OC1=CC=C(C=C1)C=1C(=NC=NC1C=1C=NN(C1)CC1=CC=C(C=C1)C(F)(F)F)N)(F)F